C2-allyl-6-isopropylphenol C(C=C)C1=C(C(=CC=C1)C(C)C)O